3-(5-((2-(3-(2-methylpyridin-4-yl)azetidin-1-yl)cyclohexyl)oxy)-1-oxoisoindolin-2-yl)piperidine-2,6-dione CC1=NC=CC(=C1)C1CN(C1)C1C(CCCC1)OC=1C=C2CN(C(C2=CC1)=O)C1C(NC(CC1)=O)=O